4-(2-chloro-6-fluorobenzyl)-6-(5-phenyl-1H-1,2,4-triazol-3-yl)-2H-benzo[b][1,4]thiazin-3(4H)-one ClC1=C(CN2C3=C(SCC2=O)C=CC(=C3)C3=NNC(=N3)C3=CC=CC=C3)C(=CC=C1)F